methyl (S)-4-(4-amino-6-oxo-5-((5-(piperidin-2-yl)pyridin-3-yl)carbamoyl)pyrimidin-1(6H)-yl)-3,5-dichlorobenzoate NC=1N=CN(C(C1C(NC=1C=NC=C(C1)[C@H]1NCCCC1)=O)=O)C1=C(C=C(C(=O)OC)C=C1Cl)Cl